ClC1=NC(=CC=C1)C1(CC1)C(F)(F)F 2-Chloro-6-((trifluoromethyl)cyclopropyl)pyridine